1-(4-{[2-(3-{[4-methanesulfonyl-2-(trifluoromethyl)phenyl]amino}prop-1-yn-1-yl)-1-(2,2,2-trifluoroethyl)-1H-indol-4-yl]amino}piperidin-1-yl)-3-methoxypropan-2-ol CS(=O)(=O)C1=CC(=C(C=C1)NCC#CC=1N(C2=CC=CC(=C2C1)NC1CCN(CC1)CC(COC)O)CC(F)(F)F)C(F)(F)F